N-(3-(4-((4-([1,2,4]triazolo[1,5-a]pyridin-7-yloxy)-3-chlorophenyl)amino)pyrrolo[2,1-f][1,2,4]triazin-6-yl)phenyl)acrylamide N=1C=NN2C1C=C(C=C2)OC2=C(C=C(C=C2)NC2=NC=NN1C2=CC(=C1)C=1C=C(C=CC1)NC(C=C)=O)Cl